ClC1=CC=C(C=C1)N1C(=CC2=CC=C(C=C12)CC1COC1)C 1-(4-chlorophenyl)-2-methyl-6-(oxetan-3-ylmethyl)-1H-indole